The molecule is an amino octasaccharide made up from one alpha-D-glucose residue, three L-alpha-D-Hep residues (one of which is monophosphorylated), two alpha-Kdo residues and two monophosphorylated alpha-D-glucosamine residues (one of which is at the reducing end). It is an amino octasaccharide, a glucosamine oligosaccharide and an oligosaccharide phosphate. C1[C@H]([C@H]([C@H](O[C@]1(C(=O)O)O[C@@H]2C[C@@](O[C@@H]([C@@H]2O[C@@H]3[C@H]([C@H]([C@@H]([C@H](O3)[C@H](CO)O)OP(=O)(O)O)O[C@@H]4[C@H]([C@H]([C@@H]([C@H](O4)[C@H](CO[C@@H]5[C@H]([C@H]([C@@H]([C@H](O5)[C@H](CO)O)O)O)O)O)O)O[C@@H]6[C@@H]([C@H]([C@@H]([C@H](O6)CO)O)O)O)O)O)[C@@H](CO)O)(C(=O)O)OC[C@@H]7[C@H]([C@@H]([C@H]([C@@H](O7)OC[C@@H]8[C@H]([C@@H]([C@H]([C@H](O8)OP(=O)(O)O)N)O)O)N)O)OP(=O)(O)O)[C@@H](CO)O)O)O